NC1=NC=2C(=CC=CC2C=2N1C=C(N2)C(=O)N(CC=2C=CC=C1C=CC=NC21)C)F 5-amino-7-fluoro-N-methyl-N-(quinolin-8-ylmethyl)imidazo[1,2-c]quinazoline-2-carboxamide